(S)-1-(1-acryloylpyrrolidin-3-yl)-4-amino-3-((2,6-difluoro-3,5-dimethoxyphenyl)ethynyl)-N-ethyl-1H-pyrazolo[4,3-c]pyridine-7-carboxamide C(C=C)(=O)N1C[C@H](CC1)N1N=C(C=2C(=NC=C(C21)C(=O)NCC)N)C#CC2=C(C(=CC(=C2F)OC)OC)F